CO[C@]1(C2=CC=C3[C@]4(CC[C@]5(CC[C@](C[C@H]5[C@@]4(CC[C@]3(C2=CC(C1=O)=O)C)C)(C(=O)NC)C)C)C)C (2R,4aS,6aS,9S,12bR,14aS,14bR)-9-methoxy-N,2,4a,6a,9,12b,14a-heptamethyl-10,11-dioxo-1,2,3,4,4a,5,6,6a,9,10,11,12b,13,14,14a,14b-hexadecahydropicene-2-carboxamide